1H-PYRAZOLO[4,3-B]PYRIDINE-6-CARBALDEHYDE N1N=CC2=NC=C(C=C21)C=O